2-(4-{[(3R)-1-ethylpiperidin-3-yl]amino}pyrido[3,4-d]pyridazin-1-yl)-5-(trifluoromethyl)phenol C(C)N1C[C@@H](CCC1)NC=1N=NC(=C2C1C=NC=C2)C2=C(C=C(C=C2)C(F)(F)F)O